S(=O)(=O)(OCCCCCCCCCCCC)[O-].[Ce+3].C(CCCCCCCCCCC)OS(=O)(=O)[O-].C(CCCCCCCCCCC)OS(=O)(=O)[O-] Cerium Dodecyl Sulfate